Tert-butyl 4-(6-((5-fluoro-4-(8-fluoro-4-(2-hydroxypropan-2-yl)quinolin-6-yl)pyrimidin-2-yl)amino)pyridin-3-yl)piperidine-1-carboxylate FC=1C(=NC(=NC1)NC1=CC=C(C=N1)C1CCN(CC1)C(=O)OC(C)(C)C)C=1C=C2C(=CC=NC2=C(C1)F)C(C)(C)O